CN(C)C(C=1C(=NN(C1[2H])C1=NC(=NC=C1)NC=1C(=CC(=C(C1)NC(C=C)=O)N1CCOCC1)OC)C1=CC=CC=C1)([2H])[2H] N-(5-((4-(4-((dimethylamino)methyl-d2)-3-phenyl-1H-pyrazol-1-yl-5-d)pyrimidin-2-yl)amino)-4-methoxy-2-morpholinophenyl)acrylamide